FC1=C(COC=2C(=CC(=C(C2)N2C(C=3C=CC=C(C3C2=O)C(=O)O)=O)F)OC)C(=CC=C1F)OC 2-(5-((2,3-difluoro-6-methoxybenzyl)oxy)-2-fluoro-4-methoxyphenyl)-1,3-diketoisoindole-4-carboxylic acid